4-(5H-imidazo[5,1-a]isoindol-5-yl)-3,3-dimethylpiperidine-1-sulfonamide C=1N=CN2C1C1=CC=CC=C1C2C2C(CN(CC2)S(=O)(=O)N)(C)C